4-bromo-2-[4-(prop-2-ene-1-yl)piperidin-1-yl]aniline BrC1=CC(=C(N)C=C1)N1CCC(CC1)CC=C